Tetrabromodecane BrC(C(Br)(Br)Br)CCCCCCCC